1-(3-chloro-4-fluorophenyl)-5,5-difluoro-3-(methylsulfonyl)-4,5,6,7-tetrahydro-1H-indole ClC=1C=C(C=CC1F)N1C=C(C=2CC(CCC12)(F)F)S(=O)(=O)C